C(C)(C)(C)OC(=O)N1CCC(CC1)C1=CC=C(N=N1)C(=O)O 6-(1-(tert-butoxycarbonyl)piperidin-4-yl)pyridazine-3-carboxylic acid